FC1=C2CN(C(C2=CC(=C1C(=O)N1CC2=NC(=CC=C2C1)NC)F)=O)C1C(NC(CC1)=O)=O 3-(4,6-difluoro-5-(2-(methylamino)-6,7-dihydro-5H-pyrrolo[3,4-b]pyridine-6-carbonyl)-1-oxoisoindolin-2-yl)piperidine-2,6-dione